1'H,3'H,5'H-spiro[piperidine-4,2'-pyrazolo[1,2-a]pyrazol]-1'-one C1(C2(CN3N1C=CC3)CCNCC2)=O